C1(CC1)CN1C(=CC2=CC=CC=C12)C1=NC2=C(N1CC=1C=NN(C1C)C)C(=CC(=C2)C(=O)N2C[C@@H](C[C@H](C2)F)N)OC (3R,5R)-1-{2-[1-(cyclopropylmethyl)-1H-indol-2-yl]-1-[(1,5-dimethyl-1H-pyrazol-4-yl)methyl]-7-methoxy-1H-1,3-benzodiazole-5-carbonyl}-5-fluoropiperidin-3-amine